5-Cyclobutylpyrazolo[1,5-a]pyrimidin-7-ol C1(CCC1)C1=NC=2N(C(=C1)O)N=CC2